1-(2-(5-(2-chloro-4,6-difluorophenyl)isoindolin-2-yl)-2-oxoethyl)-1H-1,2,4-triazole-3-carbonitrile ClC1=C(C(=CC(=C1)F)F)C=1C=C2CN(CC2=CC1)C(CN1N=C(N=C1)C#N)=O